1-ethoxy-2-n-propoxyethane C(C)OCCOCCC